CN(CCCC=O)C 4-(Dimethylamino)butyraldehyde